4-(2-dimethylamino-1-hydroxyethyl)-1,2-benzenediol CN(CC(O)C=1C=C(C(=CC1)O)O)C